[Si](OCC)(OCC)(OCC)OCC tetraethyl ortho-silicate